4-[(R)-(5,6,7,8-tetrahydro-quinolin-8-ylamino)-butyl]-isoindole-1,3-dione N1=CC=CC=2CCC[C@H](C12)NCCCCC1=C2C(NC(C2=CC=C1)=O)=O